C1=CC(=C(C=C1/C=C/C(=O)C2=C(C=C(C=C2O)O)O)O)[O-] The molecule is a phenolate anion that is the conjugate base of 2',3,4,4',6'-pentahydroxychalcone, obtained by selective deprotonation of the phenolic hydroxy group at position 2'; major species at pH 7.3. It is a conjugate base of a 2',3,4,4',6'-pentahydroxychalcone.